ClC1=CC=C(C=C1)C1=NC(=NO1)C12CC(C1)(C2)NC(=O)C=2OC(=CC2)C2(CC2)S(=O)(=O)C N-[3-[5-(4-chlorophenyl)-1,2,4-oxadiazol-3-yl]-1-bicyclo[1.1.1]pentanyl]-5-(1-methylsulfonylcyclopropyl)furan-2-carboxamide